Non-4-yn-9-ylmethyl-(4-nitrophenyl) carbamate C(N)(OC1=C(C=C(C=C1)[N+](=O)[O-])CCCCCC#CCCC)=O